C1=CC=CC=2C3=CC=CC=C3C(C12)COC(=O)N([C@@H](CC1=CN(C2=CC=CC=C12)CC1=C(C=CC=C1)OC)C(=O)O)C Nα-(((9H-fluoren-9-yl)methoxy)carbonyl)-1-(2-methoxybenzyl)-Nα-methyl-L-tryptophan